tert-butyl 4-(2-((4-fluoro-2-methylphenyl)-amino)-5-(trifluoromethyl)-benzamido)-1H-pyrazole-1-carboxylate FC1=CC(=C(C=C1)NC1=C(C(=O)NC=2C=NN(C2)C(=O)OC(C)(C)C)C=C(C=C1)C(F)(F)F)C